CC1=NC2=C(C=C(C=C2NC1=O)CN1CCN(CC1)C=1C(=NC(=CC1)C)C(=O)NCCOC)C (4-((2,8-dimethyl-3-oxo-3,4-dihydroquinoxalin-6-yl)methyl)piperazin-1-yl)-N-(2-methoxyethyl)-6-methylpyridinecarboxamide